C(C=1C(C(=O)O)=CC=CC1)(=O)O.CC(CCO)CCO 3-methyl-1,5-pentanediol phthalate